2-{4-azaspiro[2.5]octan-7-yl}-6-{2,8-dimethylimidazo[1,2-a]pyridin-6-yl}-8-fluoroisoquinolin-1-one C1CC12NCCC(C2)N2C(C1=C(C=C(C=C1C=C2)C=2C=C(C=1N(C2)C=C(N1)C)C)F)=O